ClC=1N=CC(=NC1)N1[C@@H]2CC3CC(C[C@@H]1C3)(C2)C(=O)NC=2C=NC(=CC2)OC (1R,3S,5s,7s)-2-(5-chloropyrazin-2-yl)-N-(6-methoxypyridin-3-yl)-2-azaadamantane-5-carboxamide